N-(1-(4-methoxyphenyl)-6-(6-propoxypyridin-3-yl)-1H-pyrazolo[3,4-d]pyrimidin-4-yl)-5-nitrothiophene-2-carboxamide COC1=CC=C(C=C1)N1N=CC=2C1=NC(=NC2NC(=O)C=2SC(=CC2)[N+](=O)[O-])C=2C=NC(=CC2)OCCC